C1(CCCC1)N(C(=O)C=1C=C2N=C(C=NC2=CC1)C=1C=C2C=CN(C(C2=CC1)=O)C)C N-cyclopentyl-N-methyl-3-(2-methyl-1-oxo-1,2-dihydro-6-isoquinolinyl)-6-quinoxalinecarboxamide